3-cyclopropyl-N-(2-[[(2S)-2-methylpyrrolidin-1-yl]methyl]-1H-pyrrolo[3,2-c]pyridin-6-yl)-1,2-benzoxazole-5-carboxamide C1(CC1)C1=NOC2=C1C=C(C=C2)C(=O)NC2=CC1=C(C=N2)C=C(N1)CN1[C@H](CCC1)C